2-{3-[2-(1-aminocyclopropyl)ethynyl]pyridin-4-yl}-3-[(3-fluoro-2-methoxyphenyl)amino]-1H,5H,6H,7H-pyrrolo[3,2-c]pyridin-4-one NC1(CC1)C#CC=1C=NC=CC1C1=C(C=2C(NCCC2N1)=O)NC1=C(C(=CC=C1)F)OC